C1(CCCC1)N1C(N(CC2=C1N=C(N=C2)N[C@@H]2COCC[C@@H]2NC(C=C)=O)C2=C(C(=CC(=C2Cl)OC)OC)Cl)=S N-((3S,4S)-3-((8-cyclopentyl-6-(2,6-dichloro-3,5-dimethoxyphenyl)-7-thioxo-5,6,7,8-tetrahydropyrimido[4,5-d]pyrimidin-2-yl)amino)tetrahydro-2H-pyran-4-yl)acrylamide